C(C1=CC=CC=C1)OC(=O)NCC1=C(C=NN1C)C1=CC=C(C=N1)OC1CCCCC1 (1S,3S)-3-((6-(5-((((Benzyloxy)carbonyl)amino)methyl)-1-methyl-1H-pyrazol-4-yl)pyridin-3-yl)oxy)-cyclohexan